2-[(1S,4S,5R)-5-{[1-Cyclopropyl-4-(2,6-dichlorophenyl)-1H-pyrazol-5-yl]methoxy}-2-azabicyclo[2.2.1]heptan-2-yl]-4-(oxan-4-yl)-1,3-benzothiazol C1(CC1)N1N=CC(=C1CO[C@H]1[C@@H]2CN([C@H](C1)C2)C=2SC1=C(N2)C(=CC=C1)C1CCOCC1)C1=C(C=CC=C1Cl)Cl